N1=CC=CC2=CC=C(C=C12)C=O QUINOLINE-7-CARBALDEHYDE